Racemic-trans-4-(trifluoromethyl)piperidine-3-carboxylic acid methyl ester COC(=O)[C@@H]1CNCC[C@H]1C(F)(F)F |r|